3-((1H-pyrrolo[2,3-b]pyridin-6-yl)methyl)-5-methyl-7-(methylsulfonyl)-3,5,6,7,8,9-hexahydro-4H-pyrido[4',3':4,5]pyrrolo[2,3-d]pyridazin-4-one N1C=CC=2C1=NC(=CC2)CN2N=CC1=C(C2=O)N(C2=C1CCN(C2)S(=O)(=O)C)C